FC1=C(C=CC=C1C(F)(F)F)CC(=O)NC=1C=NC(=C(C1)F)N1C=NC(=C1)N1CCOCC1 2-(2-fluoro-3-(trifluoromethyl)phenyl)-N-(5-fluoro-6-(4-morpholino-1H-imidazol-1-yl)pyridin-3-yl)acetamide